ClC=1C=C(C=CC1C(F)(F)F)NC(=O)NC1=C(C(=CC=C1)C(=O)C=1C=C2N=C(C=NC2=CC1)OC)F 1-(3-chloro-4-(trifluoromethyl)phenyl)-3-(2-fluoro-3-(3-methoxyquinoxaline-6-carbonyl)phenyl)urea